C(C)OC1=C(C=C2CCN([C@@H](C2=C1)CC1=CNC2=CC=C(C=C12)C)C=O)OC (R)-7-ethoxy-6-methoxy-1-((5-methyl-1H-indol-3-yl)methyl)-3,4-dihydroisoquinoline-2(1H)-formaldehyde